(1-(2-Methoxyethyl)azetidin-3-yl)((1S,5R)-8-(4-(trifluoromethyl)phenyl)-1,3,4,5-tetrahydro-2H-1,5-methanobenzo[c]azepin-2-yl)methanone COCCN1CC(C1)C(=O)N1[C@@H]2C3=C([C@H](CC1)C2)C=CC(=C3)C3=CC=C(C=C3)C(F)(F)F